C1(=CC=CC=C1)C1=NC=CC(=C1)C1=NC(=NO1)C1N(CCC1)C#N 2-(5-(2-Phenylpyridin-4-yl)-1,2,4-oxadiazol-3-yl)pyrrolidine-1-carbonitrile